ethyl 4-bromo-3-(4-methoxyphenyl)-5-methyl-1H-pyrrole-2-carboxylate BrC=1C(=C(NC1C)C(=O)OCC)C1=CC=C(C=C1)OC